N1(CCCC1)C(=O)C=1C=CC2=C(N=C(O2)C2=CC=C(C=C2)CNC(=O)C=2C=NC=3N(C2)C=CN3)C1 N-[[4-[5-(pyrrolidine-1-carbonyl)-1,3-benzoxazol-2-yl]phenyl]methyl]imidazo[1,2-a]pyrimidine-6-carboxamide